BrC=1C=CC(=C(CN2CCC(CC2)OC)C1)OCCCC(F)F 1-(5-bromo-2-(4,4-difluorobutoxy)benzyl)-4-methoxypiperidine